FC(C=1C=C(C(=O)NC=2C=CC=C3C=CC(=NC23)C)C=CC1)(F)F 3-Trifluoromethyl-N-(2-methylquinolin-8-yl)benzamide